2,2-dimethyl-1,3-dihydropyrrolo[2,3-c]pyridine-5-carbonitrile CC1(CC=2C(=CN=C(C2)C#N)N1)C